1,N6-diphenyl-N1,N6-bis-(4-trimethylsilyl-phenyl)-1H,8H-pyrene-1,6-diamine C1(=CC=CC=C1)C1(C=CC2=CC=C3C(=CCC4=CC=C1C2=C34)N(C3=CC=C(C=C3)[Si](C)(C)C)C3=CC=CC=C3)NC3=CC=C(C=C3)[Si](C)(C)C